S-methylthiopseudourea hemisulfate S(=O)(=O)(O)O.CSC(N)=N.CSC(N)=N